NC=1C(=NC(=CC1)Cl)C#N 3-amino-6-chloropyridinecarbonitrile